C(=O)(O)C1=CC=C(C=C1)C1=NC(=NC(=N1)C1=CC=C(C=C1)C(=O)O)C1=CC=C(C=C1)C(=O)O 2,4,6-tri(4-carboxyphenyl)-1,3,5-triazine